(S)-3-(1-(6-ethoxy-5-methoxypyridin-2-yl)-2-(methylsulfonyl)ethyl)-1-methyl-6-(pyridin-2-yl)-1H-imidazo[4,5-b]pyridin-2(3H)-one C(C)OC1=C(C=CC(=N1)[C@@H](CS(=O)(=O)C)N1C(N(C=2C1=NC=C(C2)C2=NC=CC=C2)C)=O)OC